N1C=NC=C1CCC(C(=O)N)(C(=O)N)CCC1=CN=CN1 bis-[2-(1H-imidazol-5-yl)ethyl]propanediamide